C1(=CC=CC2=CC(=CC=C12)C(=O)O)C1=CC=CC2=CC(=CC=C12)C(=O)O binaphthyl-6,6'-dicarboxylic acid